bis(4-hydroxy-3,5-dichlorophenyl)methane OC1=C(C=C(C=C1Cl)CC1=CC(=C(C(=C1)Cl)O)Cl)Cl